ClC=1C=C(OCC(=O)O)C=C(C1CC1=CC(=C(C=C1)O)C1=NNC=C1)Cl 2-[3,5-dichloro-4-[[4-hydroxy-3-(1H-pyrazol-3-yl)phenyl]methyl]phenoxy]acetic acid